FC(C1=CC=CC(=N1)N1C(C2(CC1)CCNCC2)=O)(F)F 2-[6-(trifluoromethyl)pyridin-2-yl]-2,8-diazaspiro[4.5]decan-1-one